FC1CCC(CC1)C(C(=O)NC1=NC=CC(=C1)[C@@H](COC)N1C(N[C@@H](C1)C(F)(F)F)=O)NC(=O)C=1C(=NOC1)C N-(1-(4-fluorocyclohexyl)-2-((4-((S)-2-methoxy-1-((S)-2-oxo-4-(trifluoromethyl)imidazolidin-1-yl)ethyl)pyridin-2-yl)amino)-2-oxoethyl)-3-methylisoxazole-4-carboxamide